tert-butyl (1S,5R)-3-(6,8-difluoro-2-(((2S,4R)-4-fluoro-1-methylpyrrolidin-2-yl)methoxy)quinazolin-4-yl)-1-methyl-3,8-diazabicyclo[3.2.1]octane-8-carboxylate FC=1C=C2C(=NC(=NC2=C(C1)F)OC[C@H]1N(C[C@@H](C1)F)C)N1C[C@@]2(CC[C@H](C1)N2C(=O)OC(C)(C)C)C